FC1=C(C=CC(=C1)F)S(=O)(=O)NC=1C(=NC=C(C1)N1CC2=C(N=CN=C2N2CCNCC2)CC1)OC 2,4-difluoro-N-(2-methoxy-5-(4-(piperazin-1-yl)-7,8-dihydropyrido[4,3-d]pyrimidin-6(5H)-yl)pyridin-3-yl)benzenesulfonamide